C(C)OC(=O)C=1C(=NC(=NC1C)C1=CC=C(C=C1)OCCC(C)(C)C)Cl.C1(CC1)C1=CC2=C(C(=NN(C2=O)CC(=O)NC=2OC=CN2)C(C)C)O1 (2-cyclopropyl-7-isopropyl-4-oxofuro[2,3-d]pyridazin-5(4H)-yl)-N-(oxazol-2-yl)acetamide ethyl-4-chloro-2-(4-(3,3-dimethylbutoxy)phenyl)-6-methylpyrimidine-5-carboxylate